methyl 2-(6'-((1r,2r)-1,2-difluorocyclopropyl)-1'-oxo-1'H-spiro[cyclopropane-1,4'-isoquinolin]-2'(3'H)-yl)acetate F[C@@]1([C@@H](C1)F)C=1C=C2C3(CN(C(C2=CC1)=O)CC(=O)OC)CC3